(S)-5-((1-(aminooxy)propan-2-yl)amino)-4-(trifluoromethyl)-2-((2-(trimethylsilyl)ethoxy)methyl)pyridazine-3(2H)-one NOC[C@H](C)NC1=C(C(N(N=C1)COCC[Si](C)(C)C)=O)C(F)(F)F